ClC=1N=C(C2=C(N1)C=C(O2)C=2CN(CC2)C(=O)OC(C)(C)C)N2CCOCC2 tert-butyl 3-(2-chloro-4-morpholinofuro[3,2-d]pyrimidin-6-yl)-2,5-dihydro-1H-pyrrole-1-carboxylate